CO[C@@H]1COCCC1=O (R)-3-methoxytetrahydro-4H-pyran-4-one